CC1=C(C(=CC(=C1)C)C)[N+](=O)[O-] 1,3,5-trimethyl-2-nitrobenzene